C1CSC2=N[C@H](CN21)C3=CC=CC=C3 The molecule is a 6-phenyl-2,3,5,6-tetrahydroimidazo[2,1-b][1,3]thiazole that has S configuration. It is used (generally as the monohydrochloride salt) to treat parasitic worm infections in pigs, sheep and cattle and was formerly used in humans as an adjuvant to chemotherapy for the treatment of various cancers. It is also widely used as an adulterant to coccaine. It has a role as an antinematodal drug, an antirheumatic drug, an immunomodulator, an immunological adjuvant and an EC 3.1.3.1 (alkaline phosphatase) inhibitor. It is an enantiomer of a dexamisole.